ClC1=CC=C(C=C1)[C@H](C(=O)N1CCN([C@H]2C[C@@H]12)C=1C2=C(N=CN1)NC(C[C@H]2C)=O)CN2CCNCC2 (R)-4-((1S,6R)-5-((S)-2-(4-chlorophenyl)-3-(piperazin-1-yl)propionyl)-2,5-diazabicyclo[4.1.0]hept-2-yl)-5-methyl-5,8-dihydropyrido[2,3-d]pyrimidin-7(6H)-one